CON=C1C(CC2=CC=CC=C12)=CC1=CC=CC=C1 benzylidene-2,3-dihydro-1H-inden-1-one-O-methyl oxime